N-(5-((1S,3R)-3-(4-methyl-2-oxo-2,3-dihydro-1H-imidazol-1-yl)cyclopentyl)-1H-pyrazol-3-yl)-2-(3-methylisoxazol-5-yl)acetamide CC=1NC(N(C1)[C@H]1C[C@H](CC1)C1=CC(=NN1)NC(CC1=CC(=NO1)C)=O)=O